[Si](=O)=O silicon oxide Oxide